C(CCC)SC(=S)C1=C(SC=C1)C(CC(=O)O)C(=O)O [(butylthio)thioxomethyl]thiolsuccinic acid